Cl.CN1N=C2C=NC(=CC2=C1)NC(=O)N1CCC=2C1=NC=CC2N2C[C@@H](NCC2)C (S)-N-(2-methyl-2H-pyrazolo[3,4-c]pyridin-5-yl)-4-(3-methylpiperazin-1-yl)-2,3-dihydro-1H-pyrrolo[2,3-b]pyridine-1-carboxamide hydrochloride